CC1=CC=C(S1)C=O 5-methylthiophene-2-carbaldehyde